N-{5-[6-(5-chloro-2-fluorophenyl)-2H,3H,4H-pyrido[3,2-b][1,4]oxazin-8-yl]pyridin-3-yl}-3-(methylamino)propanamide ClC=1C=CC(=C(C1)C=1C=C(C=2OCCNC2N1)C=1C=C(C=NC1)NC(CCNC)=O)F